C1(CC1)C1=CC(=NC2=C(N=CC=C12)C=1N(N=CC1)C1OCCCC1)N1[C@@H](COCC1)C 4-cyclopropyl-2-((R)-3-methylmorpholin-4-yl)-8-[2-(tetrahydropyran-2-yl)-2H-pyrazol-3-yl]-[1,7]naphthyridine